4-(4-(1-(5-cyano-2-methylbenzamido)ethyl)quinolin-2-yl)-4H-1,2,4-triazole-3-carboxamide C(#N)C=1C=CC(=C(C(=O)NC(C)C2=CC(=NC3=CC=CC=C23)N2C(=NN=C2)C(=O)N)C1)C